NC1=C(C=CC(=N1)N1N=CC(=C1C(F)(F)F)C(=O)NC=1C=NC(=C(C1)C#N)N1N=CC=N1)Cl 1-(6-amino-5-chloropyridin-2-yl)-N-(5-cyano-6-(2H-1,2,3-triazol-2-yl)pyridin-3-yl)-5-(trifluoromethyl)-1H-pyrazole-4-carboxamide